4,6-dichloropyrazolo[1,5-a]pyrazine-3-ol ClC=1C=2N(C=C(N1)Cl)N=CC2O